2-(4,4'-dichloro-3'-((2S,3R)-2-(4-chlorophenyl)-4,4,4-trifluoro-3-methylbutanylamino)-[1,1'-biphenyl]-2-yl)acetic acid ClC1=CC(=C(C=C1)C1=CC(=C(C=C1)Cl)NC[C@@H]([C@H](C(F)(F)F)C)C1=CC=C(C=C1)Cl)CC(=O)O